[Br-].C(C1=CC=CC=C1)[N+](C)(C)C benzyl-trimethyl-ammonium Bromide